4-(7-(Tetrahydrofuran-3-yl)imidazo[1,2-c]pyrimidin-3-yl)piperazine-1-carboxylic acid tert-butyl ester C(C)(C)(C)OC(=O)N1CCN(CC1)C1=CN=C2N1C=NC(=C2)C2COCC2